(S)-N-(1-(3-chloro-5-(2,2,2-trifluoroethoxy)phenyl)cyclopropyl)-3-(2,4-dimethylthiazol-5-yl)-3-hydroxybutanamide ClC=1C=C(C=C(C1)OCC(F)(F)F)C1(CC1)NC(C[C@](C)(O)C1=C(N=C(S1)C)C)=O